C(C)S(=O)(=O)OCCCCCCCN1C(N(CC=2C1=NC=NC2N[C@H](C)C2=CC(=CC=C2)C(C2CCNCC2)(F)F)C2CCOCC2)=O (R)-7-(5-((1-(3-(difluoro(piperidin-4-yl)methyl)phenyl)ethyl)amino)-2-oxo-3-(tetrahydro-2H-pyran-4-yl)-3,4-dihydropyrimido[4,5-d]pyrimidin-1(2H)-yl)heptyl ethanesulfonate